C1(CC1)OC1=C(C=NN1C)C=1C=C2C=C(N=CC2=CC1)N 6-(5-cyclopropoxy-1-methyl-1H-pyrazol-4-yl)isoquinolin-3-amine